N2,N2,N4,N4-tetraethyl-6-(2H-tetrazol-5-yl)-1,3,5-triazine-2,4-diamine C(C)N(C1=NC(=NC(=N1)N(CC)CC)C=1N=NNN1)CC